C(C)(C)N(C1=CC2=C(C(=N1)N1CCNCC1)CNC2)C 6-(isopropyl(methyl)amino)-4-(piperazin-1-yl)-2,3-dihydro-1H-pyrrolo[3,4-c]pyridine